diphenyl[(diphenyltriazinyl)phenyl]dibenzoselenophen C1(=CC=CC=C1)C=1C(=C(C2=C([Se]C3=C2C=CC=C3)C1)C1=C(C=CC=C1)C1=NN=NC(=C1C1=CC=CC=C1)C1=CC=CC=C1)C1=CC=CC=C1